[Sn+4].C(C=C)(=O)[O-].C(C=C)(=O)[O-].C(C=C)(=O)[O-].C(C=C)(=O)[O-] acrylate tin